FC(C(=O)O)(F)F.ClC1=C(C=C(C(=C1NC=1C(=C2C(N(C=NC2=CC1)C)=O)Cl)F)F)NS(=O)(=O)N1C[C@@H](CC1)F (R)-N-(2-chloro-3-((5-chloro-3-methyl-4-oxo-3,4-dihydroquinazolin-6-yl)amino)-4,5-difluorophenyl)-3-fluoropyrrolidine-1-sulfonamide trifluoroacetate